ClC=1N=C(N2N=C(N=CC21)N[C@H]2[C@@H](COCC2)F)C2(CCC2)CC 5-chloro-7-(1-ethylcyclobutyl)-N-[(3S,4R)-3-fluorooxan-4-yl]imidazo[4,3-f][1,2,4]triazin-2-amine